NCCC1=CC=NC=C1 4-(2-aminoethyl)pyridine